(6S)-N'-(tert-butyldimethylsilyl)-6-methoxy-6,7-dihydro-5H-pyrazolo[5,1-b][1,3]oxazine-3-sulfonimidamide [Si](C)(C)(C(C)(C)C)N=S(=O)(N)C=1C=NN2C1OC[C@H](C2)OC